C(C1=CC=CC=C1)OC1=C(C(=O)N2CC3=C(C=CC=C3CC2)NC2CCN(CC2)C(C)=O)C(=CC(=C1)O)O 1-(4-((2-(2-(Benzyloxy)-4,6-dihydroxybenzoyl)-1,2,3,4-tetrahydro-isoquinolin-8-yl)amino)piperidin-1-yl)ethan-1-one